(2R,3S)-3-((2-(7-chloro-2-methoxyquinoxalin-5-yl)-5-fluorobenzo[d]thiazol-6-yl)oxy)butan-2-yl (2-methoxypyrimidin-5-yl)carbamate COC1=NC=C(C=N1)NC(O[C@H](C)[C@H](C)OC1=CC2=C(N=C(S2)C2=C3N=CC(=NC3=CC(=C2)Cl)OC)C=C1F)=O